ClC1=C(C=CC=C1OCCN(C)C)N1N=CC2=C1COC[C@@H]2NC(=O)C=2N=CN1C2CCCC1 (R)-N-(1-(2-chloro-3-(2-(dimethylamino)ethoxy)phenyl)-1,4,5,7-tetrahydropyrano[3,4-c]pyrazol-4-yl)-5,6,7,8-tetrahydroimidazo[1,5-a]pyridine-1-carboxamide